C(N)(OC1=CC=C(C=C1)F)=O 4-fluorophenyl carbamate